C(C)O[Si]1(C[Si](C[Si](C1)(C)OCC)(C)OCC)C 1,3,5-triethoxy-1,3,5-trimethyl-1,3,5-trisilacyclohexane